(S)-1-((1-(((tert-butyldimethylsilyl)oxy)methyl)cyclohexyl)methyl)-6-chloro-3-(3-((ethylsulfonyl)methyl)pyrrolidin-1-yl)-1H-pyrazolo[4,3-c]pyridine [Si](C)(C)(C(C)(C)C)OCC1(CCCCC1)CN1N=C(C=2C=NC(=CC21)Cl)N2C[C@H](CC2)CS(=O)(=O)CC